C(#N)C1=C(C=C(C=C1)NC(C=CN1N=CC(=C1)F)=O)C(F)(F)F N-(4-Cyano-3-(trifluoromethyl)phenyl)-3-(4-fluoro-1H-pyrazol-1-yl)acrylamide